2-(((5-((4-(3-((2-((1S)-1-((tetrahydro-2H-pyran-2-yl)oxy)ethyl)-1H-imidazole-1-yl)methyl)isoxazol-5-yl)phenyl)ethynyl)pyridin-2-yl)methyl)amino)acetamide O1C(CCCC1)O[C@@H](C)C=1N(C=CN1)CC1=NOC(=C1)C1=CC=C(C=C1)C#CC=1C=CC(=NC1)CNCC(=O)N